2-(2-(4-bromophenoxy)ethyl)-2-azaspiro[3.3]heptane-6-ol BrC1=CC=C(OCCN2CC3(C2)CC(C3)O)C=C1